N-{[4-(1H-indole-7-sulfonyl)phenyl]methyl}thieno[2,3-c]pyridine N1C=CC2=CC=CC(=C12)S(=O)(=O)C1=CC=C(C=C1)CN1C=C2C(C=C1)=CCS2